N-[[4-(hydroxymethyl)-7-[4-(trifluoromethoxy)phenyl]-2,3-dihydrobenzofuran-5-yl]methyl]vinylsulfonamide OCC1=C(C=C(C2=C1CCO2)C2=CC=C(C=C2)OC(F)(F)F)CC=CNS(=O)=O